15[S]-hydroxyeicosatetraenoic acid O[C@H](CCCCCC=CC=CC=CC=CC(=O)O)CCCCC